4-(2-bromo-5-toluenesulfonyl-5H-pyrrolo[2,3-b]pyrazin-7-yl)-N-(2-hydroxy-2-methylpropyl)-N-methylbenzamide BrC=1N=C2C(=NC1)N(C=C2C2=CC=C(C(=O)N(C)CC(C)(C)O)C=C2)S(=O)(=O)CC2=CC=CC=C2